BrC1=CC(=C(N(C2=CC=C(C=C2)C)C2=CC=C(C=C2)C)C=C1)Cl 4-bromo-2-chloro-N,N-bis(4-methylphenyl)aniline